NC1=C(SC=2N=C(N=CC21)C)C(=O)NC2CC=1C(=CC(=NC1CC2)N2CC(C(C2)CF)N)F 5-amino-N-{2-[3-amino-4-(fluoromethyl)pyrrolidin-1-yl]-4-fluoro-5,6,7,8-tetrahydroquinolin-6-yl}-2-methylthieno[2,3-d]pyrimidine-6-carboxamide